tert-butyl (1-(5-bromo-3-(((tert-butyldimethylsilyl)oxy)methyl)-6-chloropyrazin-2-yl)-4-methylpiperidin-4-yl)carbamate BrC=1N=C(C(=NC1Cl)N1CCC(CC1)(C)NC(OC(C)(C)C)=O)CO[Si](C)(C)C(C)(C)C